6-[3-(carboxymethyl)phenoxy]-3,4,5-trihydroxyoxane-2-carboxylic acid C(=O)(O)CC=1C=C(OC2C(C(C(C(O2)C(=O)O)O)O)O)C=CC1